C(C1=CC=CC=C1)OCCOCCOCC=1N=C(SC1)N(CC1=CC(=CC=C1)OCCOC)CC1=CC(=CC=C1)OC 4-((2-(2-(benzyloxy)ethoxy)ethoxy)methyl)-N-(3-methoxybenzyl)-N-(3-(2-methoxyethoxy)benzyl)thiazol-2-amine